(S)-2-((((9H-fluoren-9-yl)methoxy)carbonyl)amino)-3-(4-((1-acetylpiperidin-4-yl)oxy)phenyl)propanoic acid C1=CC=CC=2C3=CC=CC=C3C(C12)COC(=O)N[C@H](C(=O)O)CC1=CC=C(C=C1)OC1CCN(CC1)C(C)=O